2-(3-chloro-5-fluorophenoxy)-8-fluorobicyclo[4.2.0]octa-1,3,5-triene-7-ol ClC=1C=C(OC2=C3C(C(C3=CC=C2)O)F)C=C(C1)F